N[C@H](C(=O)NC1=NC=CC(=C1)[C@@H](COC)N1C(N[C@@H](C1)C(F)(F)F)=O)C1CCC(CC1)Cl (2S)-2-amino-2-(4-chlorocyclohexyl)-N-(4-((S)-2-methoxy-1-((S)-2-oxo-4-(trifluoromethyl)imidazolidin-1-yl)ethyl)pyridin-2-yl)acetamide